CN(CC)C Dimethyl-N-ethylamin